methyl [4-(4-chloro-5-{(6S)-2-[5-chloro-2-(1H-tetrazol-1-yl)phenyl]-4-oxo-4,6,7,8-tetrahydropyrrolo[1,2-a]pyrimidin-6-yl}-1H-imidazol-2-yl)phenyl]carbamate ClC=1N=C(NC1[C@@H]1CCC=2N1C(C=C(N2)C2=C(C=CC(=C2)Cl)N2N=NN=C2)=O)C2=CC=C(C=C2)NC(OC)=O